C1(CC1)CNC(O[C@H]1[C@H](NC[C@@H]1O)CC1=CC=C(C=C1)C1=CN=CO1)=O (2R,3S,4S)-4-hydroxy-2-{[4-(1,3-oxazol-5-yl)phenyl]methyl}pyrrolidin-3-yl N-(cyclopropylmethyl)carbamate